ClC1=C(C=CC=C1Cl)C1(CN(C1)C(=O)OC(C)(C)C)O tert-butyl 3-(2,3-dichlorophenyl)-3-hydroxyazetidine-1-carboxylate